COC=1C=C(CN2CC3(CN(C3)C(=O)OC3=CC=C(C=C3)F)C2)C=CC1 4-fluorophenyl 6-(3-methoxybenzyl)-2,6-diazaspiro[3.3]heptane-2-carboxylate